NC(C#N)C=1C=C2N(C=CN(C2=O)C)C1 2-amino-2-(2-methyl-1-oxo-pyrrolo[1,2-a]pyrazin-7-yl)acetonitrile